5-((4'-ethoxy-[1,1'-biphenyl]-4-yl)thio)-1H-1,2,3-triazole-4-carboxylic acid C(C)OC1=CC=C(C=C1)C1=CC=C(C=C1)SC1=C(N=NN1)C(=O)O